N-[(1H-benzimidazol-2-yl)methyl]-2-(methylsulfanyl)-8-(propan-2-yl)pyrazolo[1,5-a][1,3,5]triazin-4-amine N1C(=NC2=C1C=CC=C2)CNC2=NC(=NC=1N2N=CC1C(C)C)SC